2-[1-[2-[4-[2-[4-[2-[2-(4-hydroxyphenyl)acetyl]oxyethyl]-1-piperidyl]acetyl]piperazin-1-yl]-2-oxo-ethyl]-4-piperidyl]ethyl 2-(4-hydroxyphenyl)acetate OC1=CC=C(C=C1)CC(=O)OCCC1CCN(CC1)CC(=O)N1CCN(CC1)C(CN1CCC(CC1)CCOC(CC1=CC=C(C=C1)O)=O)=O